2-((tert-butoxycarbonylamino)propyl)-6-oxo-1,6-dihydropyridine-3-carboxylic acid methyl ester COC(=O)C1=C(NC(C=C1)=O)CCCNC(=O)OC(C)(C)C